4-(2-chloro-[1,2,4]triazolo[1,5-a]pyridin-6-yl)morpholin ClC1=NN2C(C=CC(=C2)N2CCOCC2)=N1